NC1=C(C=C(N=N1)C1=C(C=CC=C1)O)N1CC2CCC(C1)N2C2=CC(=NC=C2)C#CCN2CC1CCC1C2 2-[6-amino-5-[8-[2-[3-(3-azabicyclo[3.2.0]heptan-3-yl)prop-1-ynyl]-4-pyridyl]-3,8-diazabicyclo[3.2.1]octan-3-yl]pyridazin-3-yl]phenol